ethyl 3,5-dimethyl-1H-4-pyrazolecarboxylate CC1=NNC(=C1C(=O)OCC)C